C1(CC1)C1=C(C=C(C(=N1)C(C)=O)O)OCCCOC 1-(6-Cyclopropyl-3-hydroxy-5-(3-methoxypropoxy)pyridin-2-yl)ethan-1-one